B(OC1=C(C(=C(C(=C1)Cl)Cl)Cl)Cl)([O-])[O-].[K+].[K+] potassium tetrakischlorophenyl borate